N1C=NC=C1.[Ir+3] iridium(III) imidazole